4-(1-((tert-butyldimethylsilyl)oxy)propan-2-yl)-8-chloro-9-(4,4,5,5-tetramethyl-1,3,2-dioxaborolan-2-yl)-5,6-dihydro-4H-[1,4]oxazepino[5,6,7-de]quinazoline [Si](C)(C)(C(C)(C)C)OCC(C)N1CCOC=2C=3C1=NC=NC3C=C(C2Cl)B2OC(C(O2)(C)C)(C)C